1,3-dibutylimidazole chloride salt [Cl-].C(CCC)N1CN(C=C1)CCCC